(+)-8-((1S,2S,3S)-3-hydroxy-2-methylcyclopentyl)-6-(methyl-d3)-2-((1-(methylsulfonyl)piperidin-4-yl)amino)pyrido[2,3-d]pyrimidin-7(8H)-one O[C@@H]1[C@H]([C@H](CC1)N1C(C(=CC2=C1N=C(N=C2)NC2CCN(CC2)S(=O)(=O)C)C([2H])([2H])[2H])=O)C